7-((3-(2-(Trifluoromethyl)pyridin-4-yl)pyrazolo[1,5-a]pyrimidin-6-yl)methyl)-2-oxa-7-azaspiro[3.5]nonane FC(C1=NC=CC(=C1)C=1C=NN2C1N=CC(=C2)CN2CCC1(COC1)CC2)(F)F